[Na+].C1(=CC=CC2=CC=CC=C12)S(=O)(=O)[O-] α-naphthalenesulfonic acid, sodium salt